[Pb].[N+](=O)([O-])C1=C(O)C(=CC(=C1O)[N+](=O)[O-])[N+](=O)[O-] 2,4,6-trinitroresorcinol lead